N-(3-fluoro-4-(methylsulfonyl)phenyl)-4-methyl-1-(oxetan-2-ylmethyl)-5-(2-(trifluoromethyl)phenyl)-1H-pyrrole-3-carboxamide FC=1C=C(C=CC1S(=O)(=O)C)NC(=O)C1=CN(C(=C1C)C1=C(C=CC=C1)C(F)(F)F)CC1OCC1